ClC1=C(C=C(OCC(=O)N[C@@H]2CC[C@H](CC2)C=2OC(=NN2)C2=NC3=CC=C(C=C3C=C2)Cl)C=C1)F trans-2-(4-chloro-3-fluorophenoxy)-N-(4-(5-(6-chloroquinolin-2-yl)-1,3,4-oxadiazol-2-yl)cyclohexyl)acetamide